[N+](=O)([O-])C=1C=C(C=CC1)NC1=NC=C2N=CN(C2=N1)C1OCCCC1 N-(3-nitrophenyl)-9-(tetrahydro-2H-pyran-2-yl)-9H-purin-2-amine